OCC[C@H](C1=CC=C(C=C1)N1C(OCC1)=O)NC(OC(C)(C)C)=O Tert-butyl (R)-(3-hydroxy-1-(4-(2-oxooxazolidin-3-yl)phenyl)propyl)carbamate